Cl.N1CCC(CC1)NC1=CC2=C(N(C=N2)C2C(NC(CC2)=O)=O)C=C1 3-[5-(4-Piperidylamino)benzimidazol-1-yl]piperidine-2,6-dione hydrochloride